C1(CCCC1)N1CCN(CC1)CCC(=C)C1=CC=CC=C1 1-(4-cyclopentyl-1-piperazinyl)-3-phenylbut-3-ene